FC1=CC=C(C=C1)C1=CC(=NC=C1SC)NC1=CC=C(C(=O)NC2=C(C=CC(=C2)CN2CCN(CC2)C)C)C=C1 4-((4-(4-fluorophenyl)-5-(methylthio)pyridin-2-yl)amino)-N-(2-methyl-5-((4-methylpiperazin-1-yl)methyl)phenyl)benzamide